N-benzyl-1,2,5,6-tetrahydropyridine C(C1=CC=CC=C1)N1CC=CCC1